7-formyl-N-(6-methoxypyrimidin-4-yl)-3,4-dihydro-1,8-naphthyridine-1(2H)-carboxamide C(=O)C1=CC=C2CCCN(C2=N1)C(=O)NC1=NC=NC(=C1)OC